ClC1=C(C=CC(=C1)Cl)S(=O)(=O)NC1=C(C=C(C=C1F)C#CC1=CC=CC=C1)F 2,4-dichloro-N-[2,6-difluoro-4-(2-phenylethynyl)phenyl]benzenesulfonamide